(6R,8R)-8-(1-(difluoromethyl)-1H-pyrazol-3-yl)-2-fluoro-8-methyl-N-(4-(pyrimidin-2-yl)-3-(trifluoromethyl)phenyl)-7,8-dihydro-6H-cyclopenta[e]pyrazolo[1,5-a]pyrimidine-6-carboxamide FC(N1N=C(C=C1)[C@@]1(C[C@H](C=2C=NC=3N(C21)N=C(C3)F)C(=O)NC3=CC(=C(C=C3)C3=NC=CC=N3)C(F)(F)F)C)F